C(=O)O.CN(C)CC1=C(C=CC(=N1)NC=1C=CC(=C2CNC(C12)=O)C1=CN=C2N1C=CC(=C2)F)N2C[C@@H](CCC2)O 7-[[6-[(dimethyl-amino)methyl]-5-[(3R)-3-hydroxy-1-piperidyl]-2-pyridyl]amino]-4-(7-fluoro-imidazo[1,2-a]pyridin-3-yl)isoindolin-1-one Formic acid salt